N-((1-((5-((6-((3S,4R)-4-amino-3-fluoropiperidin-1-yl)pyridin-3-yl)oxy)-3',5'-dichloro-[1,1'-biphenyl]-3-yl)methyl)piperidin-4-yl)methyl)acetamide N[C@H]1[C@H](CN(CC1)C1=CC=C(C=N1)OC=1C=C(C=C(C1)C1=CC(=CC(=C1)Cl)Cl)CN1CCC(CC1)CNC(C)=O)F